dimorpholinophosphono chloride diphenyl-chlorophosphate C1(=CC=CC=C1)OP(=O)(OC1=CC=CC=C1)Cl.O1CCN(CC1)OP(=O)(ON1CCOCC1)Cl